CC1=CC=C(C=C1)S(=O)(=O)N[C@H](C(=O)N1CCOCC1)CC(C)C (S)-4-methyl-N-(4-methyl-1-morpholino-1-oxopent-2-yl)benzenesulfonamide